BrC1=C2C=NN(C2=CC(=C1)Cl)COCC[Si](C)(C)C 2-[(4-bromo-6-chloro-indazol-1-yl)methoxy]ethyl-trimethyl-silane